(4aR,8aS)-6-[3-[4-(2-Ethylpyrrolidin-1-yl)phenyl]azetidine-1-carbonyl]-4,4a,5,7,8,8a-hexahydropyrido[4,3-b][1,4]oxazin-3-one C(C)C1N(CCC1)C1=CC=C(C=C1)C1CN(C1)C(=O)N1C[C@@H]2[C@@H](OCC(N2)=O)CC1